isopropyl 2-(2-((2-(6-amino-9H-purin-9-yl)ethoxy)methyl)-2-oxo-1,3,2-dioxaphosphinan-5-yl)acetate NC1=C2N=CN(C2=NC=N1)CCOCP1(OCC(CO1)CC(=O)OC(C)C)=O